(S)-N-(4'-((2-(1,1-difluoroethyl)-6-methylpyrimidin-4-yl)amino)-6-(1-hydroxyethyl)-[2,3'-bipyridyl]-6'-yl)acetamide FC(C)(F)C1=NC(=CC(=N1)NC1=C(C=NC(=C1)NC(C)=O)C1=NC(=CC=C1)[C@H](C)O)C